P(=O)(OCOC1=NN2C(C=CC=C2)=C1C(NC1=C(C(=C(C(=C1F)F)C1=CC=CC=C1)F)F)=O)(O)[O-].[Na+] Sodium ((3-((2,3,5,6-tetrafluoro-[1,1'-biphenyl]-4-yl)carbamoyl)pyrazolo[1,5-a]pyridin-2-yl)oxy)methyl hydrogen phosphate